C(CC)OC=1C=2N(C=CC1)N=C(C2)N 4-propoxypyrazolo[1,5-a]pyridin-2-amine